ClC1=CC=C(S1)CNC1=CC(=NN1C(C(CO)(C)C)=O)C1CCN(CC1)CCOC1CC1 1-(5-{[(5-Chlorothiophen-2-yl)methyl]amino}-3-[1-(2-cyclopropoxyethyl)piperidin-4-yl]-1H-pyrazol-1-yl)-3-hydroxy-2,2-dimethylpropan-1-on